1-((2-(tert-butoxycarbonyl)-1,2,3,4-tetrahydroisoquinolin-5-yl)methyl)-5-(methylcarbamoyl)-6-oxo-1,6-dihydropyridine-3-carboxylic acid C(C)(C)(C)OC(=O)N1CC2=CC=CC(=C2CC1)CN1C=C(C=C(C1=O)C(NC)=O)C(=O)O